NCC[C@H]1CN(CCC1)C(=O)OC(C)(C)C tert-butyl (3S)-3-(2-aminoethyl)piperidine-1-carboxylate